5-(2,2-difluoropiperazin-1-yl)-2,3-dihydro-1,4-benzodioxine FC1(N(CCNC1)C1=CC=CC=2OCCOC21)F